(2S,4S)-4-amino-2-(2-hydroxyethyl)piperidine-1-carboxylic acid tert-butyl ester C(C)(C)(C)OC(=O)N1[C@@H](C[C@H](CC1)N)CCO